(4-bromo-3-((3-((tert-butyl(dimethyl)silyl)oxymethyl)phenoxy)methyl)phenyl)acetate BrC1=C(C=C(C=C1)CC(=O)[O-])COC1=CC(=CC=C1)CO[Si](C)(C)C(C)(C)C